[15NH]1C(=O)[15NH]C=2NC(=O)NC2C1=O uric acid-15N2